(S)-7-chloro-N-(3-((3-methoxypyrrolidin-1-yl)methyl)-5-(trifluoromethyl)phenyl)-1-methyl-6-((6-(methylamino)pyrazolo[1,5-a]pyrazin-3-yl)oxy)-1H-imidazo[4,5-b]pyridin-2-amine ClC1=C2C(=NC=C1OC=1C=NN3C1C=NC(=C3)NC)N=C(N2C)NC2=CC(=CC(=C2)C(F)(F)F)CN2C[C@H](CC2)OC